triphenylphosphine chloride [Cl-].C1(=CC=CC=C1)P(C1=CC=CC=C1)C1=CC=CC=C1